5-(oxazolidin-4-yl)-4-oxo-1h,4h,5h-pyrrolo[3,2-c]Pyridine-7-carboxamide O1CNC(C1)N1C(C2=C(C(=C1)C(=O)N)NC=C2)=O